N1N=CN=C1C(CC)N1C[C@]2(CCN3N=C(C=C32)C=3C=C(C(=NC3)N)C(F)(F)F)CC1 5-{(3R)-1-[1-(1H-1,2,4-triazol-5-yl)propyl]-5',6'-dihydrospiro[pyrrolidine-3,4'-pyrrolo[1,2-b]pyrazol]-2'-yl}-3-(trifluoromethyl)pyridin-2-amine